CN1N=CN=C1C=1C=CC2=C(N=C(O2)C2=C3C=C(N=CC3=C(N=C2)NC)NC(=O)C2CC2)C1 N-(5-(5-(1-methyl-1H-1,2,4-triazol-5-yl)benzo[d]oxazol-2-yl)-8-(methylamino)-2,7-naphthyridin-3-yl)cyclopropanecarboxamide